C(C)OCCNC(O)=O.C(N)(OCCOC)=O (2-methoxyethyl) carbamate (2-ethoxyethyl)carbamate